CN1C=NC(=C1)C1=NC(=NC=C1C(F)(F)F)NC1CCN(CC1)S(=O)(=O)C=1C=NN(C1)C 4-(1-methyl-1H-imidazol-4-yl)-N-(1-((1-methyl-1H-pyrazol-4-yl)sulfonyl)piperidin-4-yl)-5-(trifluoromethyl)pyrimidin-2-amine